ClC=1C=NN(C(C1Cl)=O)[C@@H]1[C@@H](CN(CC1)C(=O)OC(C)(C)C)F cis-1,1-dimethylethyl 4-[4,5-dichloro-6-oxo-pyridazin-1-yl]-3-fluoro-piperidine-1-carboxylate